S1C(=CC=C1)C1=CN=C2N1N=C(C=C2)NC2CCC(CC2)C(C)(C)O 2-[(1r,4r)-4-[[3-(2-thienyl)imidazo[1,2-b]pyridazin-6-yl]amino]cyclohexyl]propan-2-ol